4-fluoro-5-(3-morpholin-4-ylphenyl)-2-[(3R,5S)-3,4,5-trimethylpiperazin-1-yl]phenyl-6-oxo-4-(trifluoromethyl)-1H-pyridine-3-carboxamide FC1=CC(=C(C=C1C1=CC(=CC=C1)N1CCOCC1)N1C=C(C(=CC1=O)C(F)(F)F)C(=O)N)N1C[C@H](N([C@H](C1)C)C)C